N-[3-[dimethoxy(methyl)silyl]-2-methylpropyl]aniline CO[Si](CC(CNC1=CC=CC=C1)C)(C)OC